ClC=1C=C(C=2N(N1)C(=NN2)C2CC2)NC2=NC(=NC=C2)OC 6-chloro-3-cyclopropyl-N-(2-methoxypyrimidin-4-yl)-[1,2,4]triazolo[4,3-b]pyridazin-8-amine